4-[4-(cyclopropylmethyl)-3-(1H-pyrazol-4-yl)piperazin-1-yl]-2-[6-(trifluoromethyl)imidazo[1,2-a]pyridin-3-yl]pyrimidine C1(CC1)CN1C(CN(CC1)C1=NC(=NC=C1)C1=CN=C2N1C=C(C=C2)C(F)(F)F)C=2C=NNC2